COC=1C=C2CCN3C(C2=CC1C=1N=NN(N1)C)=C(N=C3C(=O)N3[C@](CCC3)([C@@H](C(F)(F)F)O)C)C=3SC=CC3 (8-methoxy-9-(2-methyl-2H-tetrazol-5-yl)-1-(thiophen-2-yl)-5,6-dihydroimidazo[5,1-a]isoquinolin-3-yl)((R)-2-methyl-2-((S)-2,2,2-trifluoro-1-hydroxyethyl)pyrrolidin-1-yl)methanone